[Cl-].C(C)N1CN(C=C1)C 1-Ethyl-3-Methylimidazol chlorid